SC(CC(=O)O)(S)S.C(O)C(CC)(CO)CO trimethylolpropane (trimercaptopropionate)